ClC1=CC=C(C=C1)S(=O)(=O)NC=1C(=NN(C1C(=O)N[C@@H](C)C(C)(C)C)C)C1=C(C=CC=C1)C(F)F (S)-4-((4-chlorophenyl)sulfonamido)-3-(2-(difluoromethyl)phenyl)-N-(3,3-dimethylbutan-2-yl)-1-methyl-1H-pyrazole-5-carboxamide